4-amino-7-fluoro-N-(pyrimidin-2-ylmethyl)-N-(6-(trifluoromethyl)-2,3-dihydrobenzofuran-3-yl)-1,3-dihydrofuro[3,4-c]quinolin-8-carboxamide NC1=NC=2C=C(C(=CC2C2=C1COC2)C(=O)N(C2COC1=C2C=CC(=C1)C(F)(F)F)CC1=NC=CC=N1)F